2-(1-(7-fluoro-quinolin-6-yl)ethyl)-isoindole-1,3-dione FC1=C(C=C2C=CC=NC2=C1)C(C)N1C(C2=CC=CC=C2C1=O)=O